N-(3-cyano-5-fluorophenyl)-3,3-difluoro-4-hydroxy-1-azaspiro[4.4]nonane-1-thioamide C(#N)C=1C=C(C=C(C1)F)NC(=S)N1CC(C(C12CCCC2)O)(F)F